tert-butyl (1-(3-(8-fluoro-5-methyl-1-oxo-1,2-dihydroisoquinolin-3-yl)propanoyl)piperidin-4-yl)carbamate FC=1C=CC(=C2C=C(NC(C12)=O)CCC(=O)N1CCC(CC1)NC(OC(C)(C)C)=O)C